4-(6-((1S,4R,5S)-4-cyano-2-((6-methoxypyridin-3-yl)methyl)-2,6-diazabicyclo[3.2.0]heptan-6-yl)pyridin-3-yl)-6-(1-methyl-1H-pyrazol-4-yl)pyrazolo[1,5-a]pyridine-3-carbonitrile C(#N)[C@@H]1CN([C@H]2CN([C@@H]12)C1=CC=C(C=N1)C=1C=2N(C=C(C1)C=1C=NN(C1)C)N=CC2C#N)CC=2C=NC(=CC2)OC